4-amino-5-oxovaleric acid NC(CCC(=O)O)C=O